FC(C=1C=C(C=C(C1)C(F)(F)F)C1=NNC(=N1)SC)(F)F 3-(3,5-bis(trifluoromethyl)phenyl)-5-(methylthio)-1H-1,2,4-triazole